2-{2,4,6-Trioxo-8-[(2S,3S,4R)-2,3,4,5-tetrahydroxypentyl]-2,3,4,6,7,8-hexahydropteridin-5(1H)-yl}acetonitrile O=C1NC=2N(CC(N(C2C(N1)=O)CC#N)=O)C[C@@H]([C@@H]([C@@H](CO)O)O)O